BrC1=C(O)C(=C(C(=C1O)Br)O)Br 2,4,6-tribromophloroglucinol